2-fluoro-6-[(2-hydroxybenzyl)amino]-9-(oxetan-2-yl)-9H-purine FC1=NC(=C2N=CN(C2=N1)C1OCC1)NCC1=C(C=CC=C1)O